(S)-(3-{[(6-fluoro-7-methoxyquinolin-4-yl)oxy]methyl}phenyl)(imino)methyl-λ6-sulfanone FC=1C=C2C(=CC=NC2=CC1OC)OCC=1C=C(C=CC1)[SH2](=O)C=N